CC1=C(C(=CC=C1)C)NC(=O)[C@H]1N(CCCC1)CCC (2S)-N-(2,6-dimethylphenyl)-1-propylpiperidine-2-carboxamide